tert-butyl (1R,5S,6s)-6-((5-chloro-4-(1-((2-(trimethylsilyl)ethoxy)methyl)-1H-indazol-3-yl)pyrimidin-2-yl)amino)-3-azabicyclo[3.1.0]hexane-3-carboxylate ClC=1C(=NC(=NC1)NC1[C@@H]2CN(C[C@H]12)C(=O)OC(C)(C)C)C1=NN(C2=CC=CC=C12)COCC[Si](C)(C)C